NC1=NC=2C=NC(=CC2C2=C1COC2)C(=O)Cl 4-amino-1,3-dihydrofuro[3,4-c][1,7]naphthyridine-8-carbonyl chloride